C(C)(C)(C)OC(=O)N1CC(CCC1)C1=CN(C2=CN=CC=C21)C2=C(C=C(C=C2)F)NC(C)=S 3-(1-(2-ethanethioamido-4-fluorophenyl)-1H-pyrrolo[2,3-c]pyridin-3-yl)piperidine-1-carboxylic acid tert-butyl ester